OC1=CC(C(C(=C1)OC)\C=C\C(=O)C1=CC=C(C=C1)OC)OC 4-hydroxy-2,6,4'-trimethoxydihydrochalcone